C(C)(C)(C)OC(NCCC1=CN=C(S1)C1=C(C=CC(=C1)OC)OC)=O 2-(2-(2,5-dimethoxyphenyl)thiazole-5-yl)ethyl-carbamic acid tert-butyl ester